3-chloro-4-((5-fluoro-1,4,5,6-tetrahydropyrimidin-2-yl)amino)-1H-indazole-6-carboxamide ClC1=NNC2=CC(=CC(=C12)NC=1NCC(CN1)F)C(=O)N